4-(1-naphthyl)-6-oxo-pyran C1(=CC=CC2=CC=CC=C12)C=1C=COC(C1)=O